4-[5-(2-aminoethyl)pyrimidin-2-yl]-3-[2-methyl-6-(5-methyl-1,3-thiazol-2-yl)pyrimidin-4-yl]oxybenzonitrile NCCC=1C=NC(=NC1)C1=C(C=C(C#N)C=C1)OC1=NC(=NC(=C1)C=1SC(=CN1)C)C